5-(dimethylsulfamoyl)-2-isopropoxy-4-(8,8,8-trifluorooctylamino)benzoic acid CN(S(=O)(=O)C=1C(=CC(=C(C(=O)O)C1)OC(C)C)NCCCCCCCC(F)(F)F)C